N-(2-(4-((1R,4R)-2-oxa-5-azabicyclo[2.2.1]heptane-5-yl)piperidine-1-yl)-5-((6-((R)-3-(3-cyanophenyl)isoxazolidine-2-yl)pyrimidine-4-yl)amino)-4-methoxyphenyl)acrylamide [C@H]12OC[C@H](N(C1)C1CCN(CC1)C1=C(C=C(C(=C1)OC)NC1=NC=NC(=C1)N1OCC[C@@H]1C1=CC(=CC=C1)C#N)NC(C=C)=O)C2